COC1=CC=C(CN2N=C3C(=C2)CN(C3)C=3C(=NC=CN3)C(=O)N(C)C)C=C1 (2-(4-methoxybenzyl)-2,6-dihydropyrrolo[3,4-c]pyrazol-5(4H)-yl)-N,N-dimethylpyrazine-2-carboxamide